4-[4-(3,5-Bis-trifluoromethylphenyl)-3-methyl-pyrazol-1-yl]-1H-pyrrolo[2,3-b]pyridine FC(C=1C=C(C=C(C1)C(F)(F)F)C=1C(=NN(C1)C1=C2C(=NC=C1)NC=C2)C)(F)F